[C-]1(C=CC=C1)C(=O)OCCOC(C(=C)C)=O.[CH-]1C=CC=C1.[Fe+2] 2-Methacryloyloxyethyl Ferrocenecarboxylate